5-bromo-3-(2-(3-(3-chlorophenyl)-4-oxothiazolidine-2-ylidene)hydrazono)-1H-indol-2-one BrC=1C=C2C(C(NC2=CC1)=O)=NN=C1SCC(N1C1=CC(=CC=C1)Cl)=O